FC=1C(=NC(=NC1)NC1=NC=C(C=C1)CN1CCN(CC1)C)C=1C=C2C=CC=NC2=C(C1)F 5-Fluoro-4-(8-fluoroquinolin-6-yl)-N-(5-((4-methylpiperazin-1-yl)methyl)pyridin-2-yl)pyrimidin-2-amine